C1(=CC=CC=C1)C(C(=O)N)([2H])[2H] 2-phenylacetamide-2,2-d2